N-(3-(2'-fluoro-[1,1'-biphenyl]-4-yl)propyl)-1H-pyrrolo[2,3-b]pyridine-2-carboxamide FC1=C(C=CC=C1)C1=CC=C(C=C1)CCCNC(=O)C1=CC=2C(=NC=CC2)N1